FC=1C=C(C=O)C=C(C1F)C 3,4-DIFLUORO-5-METHYLBENZALDEHYDE